FC(CC(CCC(=O)C1=CC=CC=C1)C=1SC2=C(N1)C=CC(=C2)OC)(F)F 6,6,6-trifluoro-4-(6-methoxybenzo[d]thiazol-2-yl)-1-phenylhexan-1-one